ClC1N(CCNC1)C1=CC=C(C=2OCCOC21)C 5-(2-chloropiperazin-1-yl)-8-methyl-2,3-dihydro-1,4-benzodioxine